(7-((4-(ethylamino)-3-(trifluoromethyl)-1H-pyrrolo[2,3-b]pyridin-6-yl)amino)-2,3-dihydrobenzofuran-4-yl)(4-(4-methylpiperazin-1-yl)piperidin-1-yl)methanone C(C)NC1=C2C(=NC(=C1)NC1=CC=C(C=3CCOC31)C(=O)N3CCC(CC3)N3CCN(CC3)C)NC=C2C(F)(F)F